CC1C(=NOC1CC1=CC=CC=C1)CNC(=O)C1=CC(=NN1C1=NC=CC=C1)C methyl-5-benzyl-3-((3-methyl-1-(pyridin-2-yl)-1H-pyrazole-5-carboxamido)methyl)-4,5-dihydroisoxazole